C1(CCCC1)N1C(N(C=2C=NC(=CC21)NC=2C=C(C=C(C2)C=2C=NN(C2)C)NC(OC2CCC2)=O)C)=O cyclobutyl (3-((1-cyclopentyl-3-methyl-2-oxo-2,3-dihydro-1H-imidazo[4,5-c]pyridin-6-yl)amino)-5-(1-methyl-1H-pyrazol-4-yl)phenyl)carbamate